[C@H]12CNC[C@H](C=C1)N2 (1R,5S)-3,8-diazabicyclo[3.2.1]oct-6-ene